BrC1=CC(=C(C=C1)C=1C(=CC=CC1)C(=O)OC)C methyl 4'-bromo-2'-methyl-[1,1'-biphenyl]-2-carboxylate